O=C1C2(CC2)CNCC1 4-Oxo-7-azaspiro[2.5]octane